C1(CC1)C=1N=CN(C1)C=1C=C2C(N(N(C2=CC1C)C)C1=NC(=CC=C1)C1=NN=CN1C(C)C)=O 5-(4-cyclopropyl-1H-imidazol-1-yl)-2-(6-(4-isopropyl-4H-1,2,4-triazol-3-yl)pyridin-2-yl)-1,6-dimethyl-1H-indazol-3(2H)-one